ClC1=CC=CC(=N1)OCCCOC1=CC(=NC=C1F)C#CC1=C2C=C(N=CC2=C(N=C1)NC)NC(=O)C1CC1 N-(5-((4-(3-((6-chloropyridin-2-yl)oxy)propoxy)-5-fluoropyridin-2-yl)ethynyl)-8-(methylamino)-2,7-naphthyridin-3-yl)cyclopropanecarboxamide